CC1=NC(=CC=C1O[C@H]1C[C@@H](COC1)C(=O)OC)C=1N=NN(C1NC(=O)OCCCCC)C |r| (±)-methyl trans-5-((2-methyl-6-(1-methyl-5-(((pentyloxy)carbonyl)amino)-1H-1,2,3-triazol-4-yl)pyridin-3-yl)oxy)tetrahydro-2H-pyran-3-carboxylate